5-(4-(2-Morpholinoethoxy)phenyl)-2-oxo-6-(trifluoromethyl)-1,2-dihydropyridine-3-carboxamide O1CCN(CC1)CCOC1=CC=C(C=C1)C=1C=C(C(NC1C(F)(F)F)=O)C(=O)N